The molecule is a dicarboxylic acid monoamide obtained by the formal condensation of the carboxylic group of oxirane-2,3-dicarboxylic acid with the amino group of N-(4-aminobutyl)-L-phenylalaninamide (the 2S,3S stereoisomer). An antibiotic isolated from the fermentation broth of Penicillium citrinum, it acts as a potent inhibitor of cysteine protease. It has a role as an antimicrobial agent, a cysteine protease inhibitor and a Penicillium metabolite. It is a monocarboxylic acid, a primary amino compound, an epoxide and a dicarboxylic acid monoamide. C1=CC=C(C=C1)C[C@@H](C(=O)NCCCCN)NC(=O)[C@@H]2[C@H](O2)C(=O)O